CC1(OB(OC1(C)C)C=1C=CC(=NC1)OC(CC)C(F)(F)F)C 5-(4,4,5,5-tetramethyl-1,3,2-dioxaborolan-2-yl)-2-[1-(trifluoromethyl)propoxy]pyridine